acetic acid (+-)-(6E)-3,7-dimethyl-1,6-nonadien-3-yl ester C[C@](C=C)(CC\C=C(\CC)/C)OC(C)=O |r|